(1R,3S,5R)-2-(2-(3-acetyl-7-methyl-5-(2-methylpyrimidin-5-yl)-1H-indazol-1-yl)acetyl)-5-methyl-N-phenethyl-2-azabicyclo[3.1.0]hexane-3-carboxamide C(C)(=O)C1=NN(C2=C(C=C(C=C12)C=1C=NC(=NC1)C)C)CC(=O)N1[C@@H]2C[C@@]2(C[C@H]1C(=O)NCCC1=CC=CC=C1)C